N,N',N''-Tris(dimethylaminopropyl)hexahydrotriazin CN(C)CCCN1N(N(CCC1)CCCN(C)C)CCCN(C)C